C(CCCSSCCCC(=O)[O-])(=O)[O-] 4,4'-dithio-dibutyrate